COC=1N=C2C(=CC=NC2=CC1OC)OC1=CC=C(C=C1)NC(=O)C=1C(N(C(=CC1)C)C1=C(C=C(C=C1)F)C)=O N-[4-[(6,7-dimethoxy-1,5-naphthyridin-4-yl)oxy]phenyl]-1-(4-fluoro-2-methylphenyl)-6-methyl-2-oxopyridine-3-carboxamide